(S)-2-oxo-3-(pentan-3-yl)-1,2,3,5-tetrahydro-4H-benzo[e][1,4]diazepine-4-carboxamide O=C1[C@@H](N(CC2=C(N1)C=CC=C2)C(=O)N)C(CC)CC